3-(7-oxo-1'-((2-oxoindolin-4-yl)methyl)-5,7-dihydro-2H,6H-spiro[furo[2,3-f]isoindole-3,4'-piperidin]-6-yl)piperidine-2,6-dione O=C1N(CC=2C=C3C(=CC12)OCC31CCN(CC1)CC1=C3CC(NC3=CC=C1)=O)C1C(NC(CC1)=O)=O